tert-butyl (R)-3-((5-(2-methylthiazol-5-yl)-1-((2-(trimethylsilyl)ethoxy)methyl)-1H-pyrrolo[2,3-b]pyridin-4-yl)amino)piperidine-1-carboxylate CC=1SC(=CN1)C=1C(=C2C(=NC1)N(C=C2)COCC[Si](C)(C)C)N[C@H]2CN(CCC2)C(=O)OC(C)(C)C